FC(CCCCC1=NC=2NCCCC2C=C1)(F)[C@H]1CN(CC1)CC(=O)[O-] 2-((R)-3-(1,1-difluoro-5-(5,6,7,8-tetrahydro-1,8-naphthyridin-2-yl)pentyl)pyrrolidin-1-yl)acetate